COS methylsulfenate